CO[C@H]1CC[C@H](CC1)NC1=NN2C(C=N1)=C(C=C2)C2=CC=1C(=NC=CN1)N=C2 N-(cis-4-methoxycyclohexyl)-5-(pyrido[2,3-b]pyrazin-7-yl)pyrrolo[2,1-f][1,2,4]triazin-2-amine